COC1=C2C(=C(C3=NSN=C31)OC)C=C(S2)C(=O)N2CCOCC2 (4,8-Dimethoxythieno[2',3':4,5]benzo[1,2-c][1,2,5]thiadiazol-6-yl)(morpholinyl)methanone